C(#N)N1CCC(CC1)N1N=CC(=C1C)C1=CC=2N(C(=C1)OC(CO)C1=NC=C(C=C1)F)C(=CN2)C#N 7-[1-(1-cyano-4-piperidyl)-5-methyl-pyrazol-4-yl]-5-[1-(5-fluoro-2-pyridyl)-2-hydroxy-ethoxy]imidazo[1,2-a]pyridine-3-carbonitrile